3-[2-(1-{[3,5-bis(difluoromethyl)-1H-pyrazol-1-yl] acetyl} piperidin-4-yl) 1,3-thiazol-4-yl]-1,5-dihydro-2,4-benzodioxepin-6-yl methanesulfonate CS(=O)(=O)OC1=CC=CC=2COC(OCC21)C=2N=C(SC2)C2CCN(CC2)C(CN2N=C(C=C2C(F)F)C(F)F)=O